O1C(CCC1)CN1[C@H]2[C@@](CCC1)(CCC2)COC=2N=CC1=C(N2)C(=C(N=C1)C1=CC(=CC2=CC=C(C(=C12)C#C)F)O)F 2-{[(4aS,7aR)-1-[(oxolan-2-yl)methyl]-octahydro-1H-cyclopenta[b]pyridin-4a-yl]methoxy}-7-(8-ethynyl-7-fluoro-3-hydroxy-naphthalen-1-yl)-8-fluoropyrido[4,3-d]pyrimidin